ClC1=NC(=C2N=CN(C2=N1)CC)C=1C=NC=CC1 2-chloro-9-ethyl-6-(pyridin-3-yl)-9H-purine